4H-pyrrolo[2,3-d]thiazole-5-carboxylic acid ethyl ester C(C)OC(=O)C1=CC2=C(N=CS2)N1